C(C1=CC=CC=C1)N1N=CC(=C1C)C(CN1C(N=CC(=C1)Br)=O)=O 1-(2-(1-benzyl-5-methyl-1H-pyrazol-4-yl)-2-oxoethyl)-5-bromopyrimidin-2(1H)-one